CC1=CC=C(C=C1)\C=C\C(=O)C1=C(C=C(C(=C1)CN1C(CNCC1)CC)OC)O 4-methyl-2'-hydroxy-4'-methoxy-5'-(ethylpiperazin-1-yl)methyl-chalcone